(1S)-2-[4,6-bis(trifluoromethyl)-1,3,5-triazin-2-yl]-6-chloro-1-(cyclopent-2-en-1-ylmethyl)-1,3,4,9-tetrahydropyrido[3,4-b]indole FC(C1=NC(=NC(=N1)C(F)(F)F)N1[C@H](C=2NC3=CC=C(C=C3C2CC1)Cl)CC1C=CCC1)(F)F